methyl 3-(2-(((1s,3s)-3-((4-((t-butoxycarbonyl) amino) butyl) amino) cyclopentyl) amino)-5-(trifluoromethyl) pyrimidin-4-yl)-7-(dimethylphosphoryl)-1H-indole-6-carboxylate C(C)(C)(C)OC(=O)NCCCCN[C@@H]1C[C@H](CC1)NC1=NC=C(C(=N1)C1=CNC2=C(C(=CC=C12)C(=O)OC)P(=O)(C)C)C(F)(F)F